ClC1=C([C@]([C@H](C(C(=O)N)=C1)C1=CC=CC2=C1CC(O2)(C2=CC=CC=C2)CN[C@@H]2CC[C@H](CC2)O)(F)O)OC(F)F (2s,3s,4s)-5-chloro-3-hydroxy-2-(((((trans)-4-hydroxycyclohexyl)amino)methyl)-2-phenyl-2,3-dihydrobenzofuran-4-yl)-4-(difluoromethoxy)-3-fluorobenzamide